C(C)OC1(C(C=CC=C1)CC(=O)C1=CC=CC=C1)OCC 2,2-diethoxy-phenylacetophenone